SC(C(=O)OCC(COC(C(CC)S)=O)(COC(C(CC)S)=O)COC(C(CC)S)=O)CC pentaerythritol tetrakis(mercaptobutyrate)